[2-(2,6-dioxopiperidin-3-yl)-4-methoxy-3-oxo-2,3-dihydro-1H-isoindol-5-yl]methyl N-[2-methyl-4-(3,4,5-trifluorophenoxy)phenyl]carbamate CC1=C(C=CC(=C1)OC1=CC(=C(C(=C1)F)F)F)NC(OCC=1C(=C2C(N(CC2=CC1)C1C(NC(CC1)=O)=O)=O)OC)=O